FC(C1=NC=CC(=C1)NC=1C2=C(N=CN1)C=CC(=N2)N2CC1(CCN1C(C=C)=O)C2)(F)F 1-[6-[4-[[2-(trifluoromethyl)-4-pyridyl]amino]pyrido[3,2-d]pyrimidin-6-yl]-1,6-diazaspiro[3.3]heptan-1-yl]prop-2-en-1-one